C(=CC1=CC=CC=C1)C1=NC(=NC(=N1)C(Cl)(Cl)Cl)C(Cl)(Cl)Cl styryl-4,6-bis(trichloromethyl)s-triazine